8-(2-methylpyridin-3-yl)-N-(1-phenylethyl)-[1,2,4]triazolo[4,3-c]pyrimidin-5-amine CC1=NC=CC=C1C=1C=2N(C(=NC1)NC(C)C1=CC=CC=C1)C=NN2